3-(1-ethylpyrrolidin-3-yl)-4,7-dimethyl-3,4-dihydro-5H-pyrazolo[3,4-c]isoquinolin-5-one C(C)N1CC(CC1)N1N=CC2=C1N(C(C=1C=C(C=CC21)C)=O)C